6-Amino-3-((1r,3r)-4'-chloro-3-hydroxy-3-(trifluoromethyl)-1',2'-dihydrospiro[cyclobutane-1,3'-pyrrolo[2,3-b]pyridin]-5'-yl)-2-fluoro-N,N-dimethylbenzamide NC1=CC=C(C(=C1C(=O)N(C)C)F)C=1C(=C2C(=NC1)NCC21CC(C1)(C(F)(F)F)O)Cl